1-methyl-N-(5-nitro-2-pyrazol-1-yl-phenyl)cyclopropanecarboxamide CC1(CC1)C(=O)NC1=C(C=CC(=C1)[N+](=O)[O-])N1N=CC=C1